C(C)OC(C1=CC(=C(C=C1)O)O)=O ethyl-3,4-dihydroxybenzoate